C(C)(=O)C([C@](N([2H])[2H])(C(=O)O)[2H])O Acetylserin-d3